N-(3-((R)-2-(2,5-difluorophenyl)pyrrolidin-1-yl)-1H-pyrazolo[3,4-b]pyridin-5-yl)-6-((S)-3-hydroxypyrrolidin-1-yl)nicotinamide FC1=C(C=C(C=C1)F)[C@@H]1N(CCC1)C1=NNC2=NC=C(C=C21)NC(C2=CN=C(C=C2)N2C[C@H](CC2)O)=O